CC(C(=O)C1=CC=C(C=C1)N1CCOCC1)(CC)N 2-methyl-2-amino(4-morpholinophenyl)butane-1-one